FC=1C(=C(C=CC1F)[C@H]1[C@@H](N[C@]([C@H]1C)(C(F)(F)F)C)C(=O)NC=1C=[N+](C=CC1)[O-])OC 3-((2R,3S,4S,5R)-3-(3,4-difluoro-2-methoxyphenyl)-4,5-dimethyl-5-(trifluoromethyl)pyrrolidine-2-carboxamido)pyridine 1-oxide